triethyl-diphenyl-ammonium cobalt dithiophosphate P(=S)([S-])([O-])[O-].[Co+2].C(C)C1=C(C(=C(C=C1)[NH2+]C1=CC=CC=C1)CC)CC